(2R,3R,4R,5R)-5-(((2-amino-2-methylpropanoyl)oxy)methyl)-2-(4-aminopyrrolo[2,1-f][1,2,4]triazin-7-yl)-2-cyanotetrahydrofuran-3,4-diyl bis(2-methylpropanoate) CC(C(=O)O[C@H]1[C@](O[C@@H]([C@H]1OC(C(C)C)=O)COC(C(C)(C)N)=O)(C#N)C1=CC=C2C(=NC=NN21)N)C